ClC=1C=C(C=CC1OCC1=NC=CC=C1)NC1=NC=NC2=CC=C(C(=C12)OC)[N+](=O)[O-] N-(3-chloro-4-(pyridine-2-ylmethoxy)phenyl)-5-methoxy-6-nitroquinazolin-4-amine